C(C)(C)(C)NC(NC=1C=C2C=CC(=NC2=CC1)C1=CC=C(C(=O)N)C=C1)=O 4-(6-(3-(Tert-butyl)ureido)quinolin-2-yl)benzamide